3-((1-ethyl-1H-imidazol-5-yl)methyl)-3H-imidazo[4,5-b]pyridine-5-carboxylic acid C(C)N1C=NC=C1CN1C=NC=2C1=NC(=CC2)C(=O)O